(R)-(-)-5-oxo-2-tetrahydrofurancarboxylic acid C1CC(=O)O[C@H]1C(=O)O